9,9'-(2-(4-chloro-6-(5,5,8,8-tetrakis(methyl-d3)-5,6,7,8-tetrahydronaphthalen-2-yl-1,3,4,6,6,7,7-d7)-1,3,5-triazin-2-yl)-1,3-phenylene)bis(9H-carbazole-1,2,3,4,5,6,7,8-d) ClC1=NC(=NC(=N1)C1=C(C=2C(C(C(C(C2C(=C1[2H])[2H])(C([2H])([2H])[2H])C([2H])([2H])[2H])([2H])[2H])([2H])[2H])(C([2H])([2H])[2H])C([2H])([2H])[2H])[2H])C1=C(C=CC=C1N1C2=C(C(=C(C(=C2C=2C(=C(C(=C(C12)[2H])[2H])[2H])[2H])[2H])[2H])[2H])[2H])N1C2=C(C(=C(C(=C2C=2C(=C(C(=C(C12)[2H])[2H])[2H])[2H])[2H])[2H])[2H])[2H]